(2-(((1-chloroethoxy)carbonyl)(methyl)amino)pyridin-3-yl)methyl N-(tert-butoxycarbonyl)-N-methylglycinate C(C)(C)(C)OC(=O)N(CC(=O)OCC=1C(=NC=CC1)N(C)C(=O)OC(C)Cl)C